tert-butyl N-[(1r,3r)-3-[4-[(2,4-dimethoxyphenyl) methylamino]-3-[4-[[(5-fluoro-2-methoxy-benzoyl) amino] methyl] phenyl] pyrazolo[4,3-C]pyridin-1-yl] cyclohexyl]-carbamate COC1=C(C=CC(=C1)OC)CNC1=NC=CC2=C1C(=NN2[C@H]2C[C@@H](CCC2)NC(OC(C)(C)C)=O)C2=CC=C(C=C2)CNC(C2=C(C=CC(=C2)F)OC)=O